NC1=NC=CC2=CC=C(C=C12)C=1C=C2C(=NN(C2=CC1)CC1CCC1)COC1=C(C=CC=C1)CC(=O)OCC ethyl 2-(2-((5-(1-aminoisoquinolin-7-yl)-1-(cyclobutylmethyl)-1H-indazol-3-yl)methoxy)phenyl)acetate